3-(1-(3-Bromo-5-chlorophenyl)-3-methylcyclobutyl)-4-methyl-4H-1,2,4-triazole BrC=1C=C(C=C(C1)Cl)C1(CC(C1)C)C1=NN=CN1C